1-[1-methyl-6-(4-oxo-1-piperidyl)indazol-3-yl]hexahydropyrimidine-2,4-dione CN1N=C(C2=CC=C(C=C12)N1CCC(CC1)=O)N1C(NC(CC1)=O)=O